FC(C1=C(C(=O)Cl)C=C(C(=C1)C(=O)Cl)C(F)(F)F)(F)F 2,5-bis(trifluoromethyl)Terephthaloyl chloride